ClC1=CC(=CC2=C1N=C(S2)C=2CCNCC2)C2=CC1=CN(N=C1C(=C2)F)C 4-chloro-6-(7-fluoro-2-methyl-2H-indazol-5-yl)-2-(1,2,3,6-tetrahydropyridin-4-yl)-1,3-benzothiazole